1-(pyrrolidin-3-yl)-1,2,3,4-tetrahydroquinoline-6-carbonitrile N1CC(CC1)N1CCCC2=CC(=CC=C12)C#N